[N-](S(=O)(=O)C(F)(F)F)S(=O)(=O)C(F)(F)F.[SH3+] sulfonium bis(trifluoromethanesulfonyl)imide